3-Bromo-5-fluoro-2-methylbenzonitrile BrC=1C(=C(C#N)C=C(C1)F)C